(R)-4-(7-(3-aminopiperidin-1-yl)-3-(2-fluoro-4-(3-methoxyazetidin-1-yl)phenyl)-3H-imidazo[4,5-b]pyridin-2-yl)-2-fluorobenzonitrile N[C@H]1CN(CCC1)C1=C2C(=NC=C1)N(C(=N2)C2=CC(=C(C#N)C=C2)F)C2=C(C=C(C=C2)N2CC(C2)OC)F